ClC=1C=C2C(=CC=NC2=CN1)NC1=CC=C(C=C1)NC(OC(C)(C)C)=O tert-butyl N-[4-[(6-chloro-1,7-naphthyridin-4-yl)amino]phenyl]carbamate